ClC1=C(C=C(C=C1)C(N1C[C@@H](N(C[C@H]1C)C=1C=2N=CN(C2N2C(N1)=NN=C2)C[C@H]2OCCC2)C)C2CC(C2)(F)F)F 4-((2S,5R)-4-((4-Chloro-3-fluorophenyl)(3,3-difluorocyclobutyl)methyl)-2,5-dimethylpiperazin-1-yl)-1-(((S)-tetrahydrofuran-2-yl)methyl)-1H-[1,2,4]triazolo[3,4-b]purine